propylene Glycol Dipelargonate C(CCCCCCCC)(=O)OCC(C)OC(CCCCCCCC)=O